4-[[6-(trifluoromethyl)-3-pyridinyl]sulfonyl]benzoic acid FC(C1=CC=C(C=N1)S(=O)(=O)C1=CC=C(C(=O)O)C=C1)(F)F